(R)-N-methoxy-2-(1-(2-(2-methoxyphenyl)-2-((tetrahydro-2H-pyran-4-yl)oxy)ethyl)-5-methyl-6-(oxazol-2-yl)-2,4-dioxo-1,2-dihydrothieno[2,3-d]pyrimidin-3(4H)-yl)-2-methylpropanamide CONC(C(C)(C)N1C(N(C2=C(C1=O)C(=C(S2)C=2OC=CN2)C)C[C@H](OC2CCOCC2)C2=C(C=CC=C2)OC)=O)=O